COC([C@@H](NC(=O)OCC1=CC=CC=C1)COCCC[N+](=O)[O-])=O N-((benzyloxy)carbonyl)-O-(3-nitropropyl)-L-serine methyl ester